CC1(C(C2=CC=C(C=C2C1)C1=CC=C(C=C1)OC(F)(F)F)NC(O[C@@H]1CN2CCC1CC2)=O)C (S)-quinuclidin-3-yl (2,2-dimethyl-5-(4-(trifluoromethoxy)phenyl)-2,3-dihydro-1H-inden-1-yl)carbamat